C(O)C1=C(C(=CC(=C1)C(C)(C)C)CO)O 2,6-dimethylol-p-tert-butylphenol